C(N)(OCC1=C(C=CC(=C1)F)C=1C=NC=2N(C1)C=C(N2)COC2=CC=C(C=C2)F)=O [5-fluoro-2-[2-[(4-fluorophenoxy)methyl] imidazo[1,2-a]pyrimidin-6-yl]phenyl]methyl carbamate